5-(hydroxymethyl)-1-[(2'-methyl-1,1'-biphenyl-4-yl)carbonyl]pyrrolidin-3-one-O-methyloxime CON=C1CN(C(C1)CO)C(=O)C1=CC=C(C=C1)C1=C(C=CC=C1)C